C(C)(C)(C)OC(=O)N(C(=O)OC(C)(C)C)C1=NC(=CC=C1F)C N,N-di-tert-butoxycarbonyl-(3-fluoro-6-methylpyridin-2-yl)amine